CC1=C(C(C(=O)O)=CC=C1)N(C)C.C(C=1C(N)=CC=CC1)(=O)OCOC(C=1C(N)=CC=CC1)=O Methylene bis-anthranilate (methyl bis-methylanthranilate)